bis(2-picolyl)ammonia N1=C(C=CC=C1)CNCC1=NC=CC=C1